ClC1=NC2=C(N1CC(=O)N1CCOCC1)C=C(C=C2)OC(F)(F)F 2-(2-chloro-6-(trifluoromethoxy)-1H-benzo[d]imidazol-1-yl)-1-morpholinoethanone